C1(CC1)COC1=CC(=C(C=C1)C(CC)N1C[C@@H](N(C[C@H]1CC)C=1C2=C(N(C(N1)=O)C)C=CC(=N2)C#N)CC)F 4-((2s,5r)-4-(1-(4-(cyclopropylmethoxy)-2-fluorophenyl)propyl)-2,5-diethylpiperazin-1-yl)-1-methyl-2-oxo-1,2-dihydropyrido[3,2-d]pyrimidine-6-carbonitrile